t-butoxycarbonyl azide C(C)(C)(C)OC(=O)N=[N+]=[N-]